C1=CC=CC=2C3=CC=CC=C3C(C12)COC(=O)N[C@H](C(=O)O)CC1=CC=C(C=C1)C=1C(=NN(C1)C)N(C(=O)C=1C=NC=NC1)C (S)-2-((((9H-fluoren-9-yl)methoxy)carbonyl)amino)-3-(4-(1-methyl-3-(N-methylpyrimidine-5-carboxamido)-1H-pyrazol-4-yl)phenyl)propanoic acid